The molecule is a methyl (13E)-11,16-dihydroxy-16-methyl-9-oxoprost-13-en-1-oate that has 8S,11S,12S,16R-configuration. It is the enantiomer of the pharmacologically active diastereoisomeric component of misoprostol. It is an enantiomer of an (11R,16S)-misoprostol. CCCC[C@](C)(C/C=C/[C@@H]1[C@H](CC(=O)[C@H]1CCCCCCC(=O)OC)O)O